8-Nitroquinolin-6-ol [N+](=O)([O-])C=1C=C(C=C2C=CC=NC12)O